BrC1=CC(=C(C=C1F)C(\C=C(\C)/N(C)C)=O)F (Z)-1-(4-bromo-2,5-difluorophenyl)-3-(dimethylamino)but-2-en-1-one